[Si](C)(C)(C(C)(C)C)OCCCOC=1C=2C(=C3N(C2C(=C(C1)Cl)Cl)CCN(C3=O)C)C=3C=NN(C3)C3OCCCC3 9-(3-((tert-Butyldimethylsilyl)oxy)propoxy)-6,7-dichloro-2-methyl-10-(1-(tetrahydro-2H-pyran-2-yl)-1H-pyrazol-4-yl)-3,4-dihydropyrazino[1,2-a]indol-1(2H)-one